BrC=1C=C(C=CC1)NC(\C=C\C1=CNC2=CC=CC=C12)=O (E)-N-(3-bromophenyl)-3-(1H-indol-3-yl)acrylamide